N[C@H]1[C@@H](CC(C1)(F)F)C=1OC2=C(C=C(N=C2C1Br)Cl)NCC1=CC=CS1 2-[(1R,2R)-2-amino-4,4-difluorocyclopentyl]-3-bromo-5-chloro-7-thenylamino-1-oxa-4-azaindene